C(#N)C(CNC=1C(=CC=C2C=CC(=CC12)C1=NC=CC(=N1)C(=O)NC1CCC(CC1)N(C)CCOC)OC)=C 2-{8-[(2-cyano-2-methylideneethyl)amino]-7-methoxynaphthalen-2-yl}-N-[(1s,4s)-4-[(2-methoxyethyl)(methyl)amino]cyclohexyl]pyrimidine-4-carboxamide